CN1CN(CN(C1)C)C 1,3,5-trimethyl-1,3,5-triazinane